di(m-trifluoromethyl-phenyl)methylene(cyclopentadienyl)(octamethyloctahydrodibenzofluorenyl)zirconium dichloride [Cl-].[Cl-].FC(C=1C=C(C=CC1)C(=[Zr+2](C1(C(C(C(C2(C3C(=C4C=5C=CC=CC5CC4=C21)C=CCC3)C)(C)C)(C)C)(C)C)C)C3C=CC=C3)C3=CC(=CC=C3)C(F)(F)F)(F)F